N[C@H](C(=O)N[C@H](C(=O)N[C@@H](C(=O)N[C@@H](CC1=CC=C(C=C1)O)C(=O)O)CC1=CC=C(C=C1)C)CCCCNC(CCCCCCC)=O)CC=1N=CN(C1)C1=CC=C(C=C1)C(C)(C)C ((R)-2-((S)-2-((S)-2-amino-3-(1-(4-(tert-butyl)phenyl)-1H-imidazol-4-yl)propanamido)-6-octanamidohexanamido)-3-(p-tolyl)propanoyl)-L-tyrosine